2-(trimethylazaniumyl)ethyl phosphate P(=O)(OCC[N+](C)(C)C)([O-])[O-]